6-methyl-1-phenyl-3,3a-dihydro-2H-pyrrolo[2,3-b]quinolin-4-one CC=1C=C2C(C3C(=NC2=CC1)N(CC3)C3=CC=CC=C3)=O